(S)-1-(1-propenylpiperidin-3-yl)-2-fluoro-5,6,7,8,9,10-hexahydrocyclohepta[b]indole-4-carboxamide C(=CC)N1C[C@@H](CCC1)C1=C2C3=C(NC2=C(C=C1F)C(=O)N)CCCCC3